tert-butyl (2R,6S)-4-{5-cyano-7-[7-fluoro-6-(methoxymethoxy)-2-methylindazol-5-yl]-1,8-naphthyridin-3-yl}-2,6-dimethylpiperazine-1-carboxylate C(#N)C1=C2C=C(C=NC2=NC(=C1)C1=CC2=CN(N=C2C(=C1OCOC)F)C)N1C[C@H](N([C@H](C1)C)C(=O)OC(C)(C)C)C